C(C)(C)(C)OC(=O)N1[C@H](C[C@H](C1)O)C(=O)O (2r,4r)-1-tert-butoxycarbonyl-4-hydroxy-pyrrolidine-2-carboxylic acid